C(C)(=O)OCC(=C)COC(C)=O 2-[(acetyloxy)methyl]prop-2-en-1-yl acetate